(R)-N-(2,2,2-trifluoro-1-(4-fluorophenyl)ethyl)-[1,2,4]triazolo[1,5-a]pyrazine-2-sulfonamide FC([C@@H](C1=CC=C(C=C1)F)NS(=O)(=O)C1=NN2C(C=NC=C2)=N1)(F)F